3-(4-methylbenzenesulfonyl)tetrahydrothiophene-1,1-dioxide CC1=CC=C(C=C1)S(=O)(=O)C1CS(CC1)(=O)=O